(2-(3-(2,6-dichlorophenyl)-1-methyl-allylideneaminooxymethyl)-phenyl)-2-methoxyimino-N-methyl-acetamide ClC1=C(C(=CC=C1)Cl)C=CC(C)=NOCC1=C(C=CC=C1)C(C(=O)NC)=NOC